BrC=1SC(=C(N1)C1=C(C=CC(=C1)Cl)OC(F)F)NC(=O)C=1C=NN2C1N=CC=C2 Pyrazolo[1,5-a]pyrimidine-3-carboxylic acid [2-bromo-4-(5-chloro-2-difluoromethoxy-phenyl)-thiazol-5-yl]-amide